O=C1NC(CCC1N1C(C2=CC=C(C=C2C1=O)N1CCN(CC1)CCN1CCC(CC1)OC1CC(C1)OC=1C=CC=2NC3=CC=C(C=C3SC2C1)[N+](=O)[O-])=O)=O 2-(2,6-dioxopiperidin-3-yl)-5-(4-(2-(4-((1r,3r)-3-((7-nitro-10H-phenothiazin-3-yl)oxy)cyclobutoxy)piperidin-1-yl)ethyl)piperazin-1-yl)isoindoline-1,3-dione